2,4-dinonylphenyl bis(4-monononylphenyl) phosphite P(OC1=C(C=C(C=C1)CCCCCCCCC)CCCCCCCCC)(OC1=CC=C(C=C1)CCCCCCCCC)OC1=CC=C(C=C1)CCCCCCCCC